tert-butyl (R)-3,4-dichloro-1-(2,2-dimethyl-5-oxopyrrolidin-1-yl)-12-oxo-6a,7,9,10-tetrahydro-12H-pyrazino[2,1-c]pyrido[3,4-f][1,4]oxazepine-8(6H)-carboxylate ClC1=C(C2=C(C(N3[C@@H](CO2)CN(CC3)C(=O)OC(C)(C)C)=O)C(=N1)N1C(CCC1=O)(C)C)Cl